2-((4-((S)-2-(4-chloro-2-fluorophenyl)-2-methylbenzo[d][1,3]dioxol-4-yl)piperidin-1-yl)methyl)-1-(((S)-oxetan-2-yl)methyl)-4-(trifluoromethyl)-1H-imidazole-5-carboxylic acid ClC1=CC(=C(C=C1)[C@@]1(OC2=C(O1)C=CC=C2C2CCN(CC2)CC=2N(C(=C(N2)C(F)(F)F)C(=O)O)C[C@H]2OCC2)C)F